1-[(2S)-1-methylpyrrolidin-2-yl]ethan-1-ol CN1[C@@H](CCC1)C(C)O